C[C@@H](CO)CCC |r| dl-(±)-beta-methyl-1-pentanol